(R)-2-amino-2-cyclopropylamide hydrochloride Cl.NC1(CC1)[NH-]